((1s,4s)-4-amino-1-(trifluoromethyl)cyclohexyl)acetonitrile hydrochloride Cl.NC1CCC(CC1)(C(F)(F)F)CC#N